3-methylene-7-methyl-octen-1-ol propionate C(CC)(=O)OC=CC(CCCC(C)C)=C